SC=1N(C(=NN1)CC1=C(C=CC=C1)C1=CC=C2CNC(C2=C1)=O)C 6-(2-((5-Mercapto-4-methyl-4H-1,2,4-triazol-3-yl)methyl)phenyl)isoindolin-1-one